COC(C1=C(C(=CC(=C1)NC1=NC=C(C(=N1)NC1=CC=CC=C1)C)C)B1OC(CO1)(C)C)=O 5-[(4-anilino-5-methyl-pyrimidin-2-yl)amino]-2-(5,5-dimethyl-1,3,2-dioxaborolan-2-yl)-3-methyl-benzoic acid methyl ester